tert-butyl (1-(6-((2-amino-2-oxo-1-phenylethyl)thio)-3,5-dicyano-4-cyclopropylpyridin-2-yl)piperidin-3-yl)carbamate NC(C(C1=CC=CC=C1)SC1=C(C(=C(C(=N1)N1CC(CCC1)NC(OC(C)(C)C)=O)C#N)C1CC1)C#N)=O